[Si](C)(C)(C(C)(C)C)OC1CC(C1)OC1=C(C=CC(=C1F)F)OC(=O)C1OC(C(C1)C)(C(F)(F)F)C [2-[3-[tert-butyl(dimethyl)silyl]oxycyclobutoxy]-3,4-difluoro-phenyl]-4,5-dimethyl-5-(trifluoromethyl)tetrahydrofuran-2-carboxylate